BrCC1=C(OC2=CC=CC=C2C1=O)C1=CC(=CC=C1)F bromomethyl-2-(3-fluorophenyl)-4H-chromen-4-one